d-4-bromo-2-(3,4-dimethoxyphenyl)-6-methyl-pyridazin-3-one BrC=1C(N(N=C(C1)C)C1=CC(=C(C=C1)OC)OC)=O